(9-methyldecyl)isoindole-1,3-dione CC(CCCCCCCCC1=C2C(NC(C2=CC=C1)=O)=O)C